(2E,2'E)-2,2'-(3-(2-hydroxyethyl)cyclopentane-1,2-diylidene)bis(N-ethylhydrazine-1-carbothioamide) OCCC1\C(\C(\CC1)=N\NC(NCC)=S)=N/NC(NCC)=S